O[C@@H]1C[C@@H](CC1)NC1=NC=C2N=C(N(C2=N1)C1CCC(CC1)C(=O)N)NC1=C(C=C(C=C1F)F)F (1S,4s)-4-(2-((1R,3S)-3-hydroxycyclopentylamino)-8-(2,4,6-trifluorophenylamino)-9H-purin-9-yl)cyclohexanecarboxamide